5-hydroxy-2-(pyridin-4-yl)-2,3-dihydro-1H-isoindol-1-one OC=1C=C2CN(C(C2=CC1)=O)C1=CC=NC=C1